C(C)N(CC)[Si](OCC)(OCC)OCC diethylamino-triethoxysilane